Cl.NCC(=O)NC=1C=C(C=2N(C1)C(=C(N2)C)C)NCC2=C(C=C(C=C2C)F)C 2-amino-N-(8-((4-fluoro-2,6-dimethylbenzyl)amino)-2,3-dimethylimidazo[1,2-a]pyridin-6-yl)acetamide hydrochloride